pyridin-2-ylmethyl (1S,4S)-4-(7-(3,4-dimethoxyphenyl)pyrazolo[1,5-a]pyrimidine-2-carboxamido)cyclohexane-1-carboxylate COC=1C=C(C=CC1OC)C1=CC=NC=2N1N=C(C2)C(=O)NC2CCC(CC2)C(=O)OCC2=NC=CC=C2